mannose 1-Phosphate C([C@@H]1[C@H]([C@@H]([C@@H](C(O1)OP(=O)(O)O)O)O)O)O